5-chloro-4-phenyl-3-(phenylsulfonyl)quinoline Zinc [Zn].ClC1=C2C(=C(C=NC2=CC=C1)S(=O)(=O)C1=CC=CC=C1)C1=CC=CC=C1